C1(CCCC1)N1C(C=CC2=C1N=C(N=C2)NC2=C(C=C(C=C2)S(=O)(=O)C2CC1(C2)CCN(CC1)C(=O)OC(C)(C)C)C)=O tert-butyl 2-[4-[(8-cyclopentyl-7-oxo-pyrido[2,3-d]pyrimidin-2-yl)amino]-3-methyl-phenyl]sulfonyl-7-azaspiro[3.5]nonane-7-carboxylate